4-chloro-N-(2-methoxy-4-morpholino-5-nitrophenyl)pyrimidin-2-amine ClC1=NC(=NC=C1)NC1=C(C=C(C(=C1)[N+](=O)[O-])N1CCOCC1)OC